C(CCCC(=O)OCC(CCCCCCCC)CCCCCC)(=O)OCCC1CCN(CC1)CCCSC(C1=CC=CC=C1)(C1=CC=CC=C1)C1=CC=CC=C1 O5-(2-hexyldecyl) O1-[2-[1-(3-tritylsulfanylpropyl)-4-piperidyl]ethyl] pentanedioate